(R)-8-chloro-4-((3-chloro-4-fluorophenyl)amino)-6-(((1-isopropyl-1H-1,2,3-triazol-4-yl)(thiazol-4-yl)methyl)amino)quinoline-3-carbonitrile ClC=1C=C(C=C2C(=C(C=NC12)C#N)NC1=CC(=C(C=C1)F)Cl)N[C@H](C=1N=CSC1)C=1N=NN(C1)C(C)C